C(C)(C)(C)OC(=O)NC=1C(=CN(C(C1)=O)N1CCOCC1)C(=O)OC Methyl 4-((tert-butoxycarbonyl)amino)-1-morpholino-6-oxo-1,6-dihydropyridine-3-carboxylate